C(C)OC(C(C(C)C)N1N=CC(=C1)C1=CC=2N(C=C1)C=CN2)=O 2-(4-imidazo[1,2-a]pyridin-7-ylpyrazol-1-yl)-3-methyl-butyric acid ethyl ester